COC=1C=C(C=CC1[N+](=O)[O-])C1NCC=C1 3-Methoxy-4-nitrophenyl-2,5-dihydropyrrole